NC1=CC=2C(=C3C(=NC2C=C1F)C1=CC2=C(C(N1C3)=O)COC([C@]2(O)CC)=O)CCN (S)-9-amino-11-(2-aminoethyl)-4-ethyl-8-fluoro-4-hydroxy-1,12-dihydro-14H-pyrano[3',4':6,7]indolizino[1,2-b]quinoline-3,14(4H)-dione